CNCCCC[C@H](N)C(=O)O Nε-methyl-lysine